The molecule is a flavonoid oxoanion obtained by deprotonation of the 7-hydroxy group of gossypetin. It is the major microspecies at pH 7.3 (according to Marvin v 6.2.0.). It is a conjugate base of a gossypetin. C1=CC(=C(C=C1C2=C(C(=O)C3=C(O2)C(=C(C=C3O)O)[O-])O)O)O